rel-(R)-6-(3-(trifluoromethyl)morpholino)quinoline-4-carboxylic acid tert-butyl ester C(C)(C)(C)OC(=O)C1=CC=NC2=CC=C(C=C12)N1[C@H](COCC1)C(F)(F)F |o1:18|